OC(CN1C(NC2=C1C=C(C=C2)CN2CCN(CC2)C)=NC(C2=CC=NC=C2)=O)(C)C (1-(2-hydroxy-2-methylpropyl)-6-((4-methylpiperazin-1-yl)methyl)-1,3-dihydro-2H-benzo[d]imidazol-2-ylidene)isonicotinamide